ethyl 1,4-dihydro-4-oxo-3-quinolinecarboxylate O=C1C(=CNC2=CC=CC=C12)C(=O)OCC